Racemic-1-(4-(2-hydroxypropan-2-yl)phenyl)-3-(isoquinolin-4-yl)-2-oxoimidazolidine-4-carbonitrile OC(C)(C)C1=CC=C(C=C1)N1C(N([C@H](C1)C#N)C1=CN=CC2=CC=CC=C12)=O |r|